FC(CCN1CC(C1)=CC=1C=C(C(=NC1)C1=C(CCCC2=C1C=CC(=C2)C(=O)OC)C2CCC(CC2)(C)C)F)F methyl 9-(5-((1-(3,3-difluoropropyl)azetidin-3-ylidene)methyl)-3-fluoropyridin-2-yl)-8-(4,4-dimethylcyclohexyl)-6,7-dihydro-5H-benzo[7]annulene-3-carboxylate